ClC1=CN=C2N1C=C(N=C2N2[C@H](CC2)C(F)(F)F)C=2C=NN(C2)CC(=O)N2C(CNCC2)(C)C 2-[4-[3-chloro-8-[(2R)-2-(trifluoromethyl)azetidin-1-yl]imidazo[1,2-a]pyrazin-6-yl]pyrazol-1-yl]-1-(2,2-dimethylpiperazin-1-yl)ethanone